NC\C=C(\CN1C=NC2=C1C=C(C=C2C2=NN(C=C2)CCO)C#N)/F (Z)-1-(4-amino-2-fluorobut-2-en-1-yl)-4-(1-(2-hydroxyethyl)-1H-pyrazol-3-yl)-1H-benzo[d]imidazole-6-carbonitrile